CC=1C=C(C=CC1C1=NC=CC=C1)CN (3-methyl-4-(pyridin-2-yl)phenyl)methylamine